C(C(=O)O)(=O)O.C1(C(CCCC)O1)=O 2-caprolactone oxalate